(R)-piperidin-3-ylmethanol hydrochloride Cl.N1C[C@@H](CCC1)CO